C1(NC=CC=2CNCCC12)=O 5,6,7,8-tetrahydro-2H-2,6-naphthyridin-1-one